FC(C1=CC=C(CCOC=2C=C3C(=CNC3=CC2)NS(=O)(=O)CC)C=C1)(F)F N-(5-(4-(trifluoromethyl)phenethoxy)-1H-indol-3-yl)ethanesulfonamide